iron Sulfamate S(N)([O-])(=O)=O.[Fe+2].S(N)([O-])(=O)=O